CC1(CC1)C(=O)N1[C@@H](CNC(C1)C=1C=CC2=C(N=CS2)C1)C |r| (1-methylcyclopropyl)-[rac-(2R)-5-(1,3-benzothiazol-5-yl)-2-methyl-piperazin-1-yl]methanone